BrC=1C(=C(C(=O)OC)C(=CC1)CBr)OCC methyl 3-bromo-6-(bromomethyl)-2-ethoxybenzoate